COC1=C(C=CC=C1)C1=C(C2=C(S1)C=C(C=C2)C2=CC=CC=C2)C(=O)N 2-(methoxyphenyl)-6-phenylbenzo[b]Thiophene-3-carboxamide